C(C)OCCCN ethyl(3-aminopropyl) ether